nickel-chromium-copper-iron [Fe].[Cu].[Cr].[Ni]